C1(CC(CCC1)CN)CN 1,3-cyclohexanedimethylamine